dodecane-Diol phosphoramidite P(O)(N)OC(CCCCCCCCCCC)O